ClC1=CC(=C2C=NN(C2=C1)CC#N)[N+](=O)[O-] 2-(6-chloro-4-nitro-1H-indazol-1-yl)acetonitrile